2,2'-propylidenebis[4-nonyl-6-(α,α-dimethylbenzyl)phenol] C(CC)(C1=C(C(=CC(=C1)CCCCCCCCC)C(C1=CC=CC=C1)(C)C)O)C1=C(C(=CC(=C1)CCCCCCCCC)C(C1=CC=CC=C1)(C)C)O